ClC1=C(OC2CCC3=CC=C(C=C23)N(S(=O)(=O)C2=CC=C(C=C2)C#N)CC)C(=CC=C1)C(F)(F)F N-(3-(2-chloro-6-(trifluoromethyl)phenoxy)-2,3-dihydro-1H-inden-5-yl)-4-cyano-N-ethylbenzenesulfonamide